COC1=NC(=NC(=C1)OC)C1=C(N=C(S1)NC(N)=O)C 3-(5-(4,6-dimethoxypyrimidin-2-yl)-4-methylthiazol-2-yl)urea